Caryophyllenol CC1(CC2C1CCC3(CCCC2(C3)O)C)C